OONOCCCCCCCCCC trioxa-3-azatetradecane